1-aminoindane-2-carboxylic acid NC1C(CC2=CC=CC=C12)C(=O)O